[F].[S+6] Sulfur (VI) fluorine